COC1=C(C(=O)NC=2OC(=NN2)C=2SC=CC2C)C=CC(=C1)OC 2,4-dimethoxy-N-(5-(3-methylthiophen-2-yl)-1,3,4-oxadiazol-2-yl)benzamide